3-((S)-3-((R)-8-(1-ethyl-4-oxo-1,4-dihydroquinolin-3-ylsulfonyl)-1-oxa-8-azaspiro[4.5]dec-3-ylamino)-2-hydroxypropoxy)benzenesulfonamide C(C)N1C=C(C(C2=CC=CC=C12)=O)S(=O)(=O)N1CCC2(C[C@H](CO2)NC[C@@H](COC=2C=C(C=CC2)S(=O)(=O)N)O)CC1